FC=1C=CC=C2C(=NN=C(C12)N[C@@H]1CN(C[C@@H]1O)C(C=C)=O)C1=CC=C(C=C1)C(F)(F)F 1-((3R,4S)-3-((8-fluoro-4-(4-(trifluoromethyl)phenyl)phthalazin-1-yl)amino)-4-hydroxypyrrolidin-1-yl)prop-2-en-1-one